C(CCCCC)NC(=O)[C@@H]1CN(CCN1C(CCCCCCC)=O)S(=O)(=O)C=1C=C(C(=O)O)C=CC1 (S)-3-((3-(hexylcarbamoyl)-4-octanoylpiperazin-1-yl)sulfonyl)benzoic acid